N-(4-fluorophenyl)-2-cyanoacetamide FC1=CC=C(C=C1)NC(CC#N)=O